[N+](=O)([O-])C=1C=NN(C1)C1=CC=CC=N1 6-(4-nitro-1H-pyrazol-1-yl)pyridine